2,2,5-TRIMETHYL-HEXANE tert-butyl-[3-(4-chloro-6-methoxypyridin-3-yl)propyl]methylcarbamate C(C)(C)(C)OC(N(C)CCCC=1C=NC(=CC1Cl)OC)=O.CC(C)(CCC(C)C)C